FC=1C=C(C(=NC1C)NC(C(C)(C)C)=O)C(=O)C12CC(C1)(C2)C(F)(F)F N-[5-fluoro-6-methyl-3-[3-(trifluoromethyl)bicyclo[1.1.1]pentane-1-carbonyl]-2-pyridyl]-2,2-dimethyl-propanamide